3-[(3R)-3-methylpiperazin-1-yl]quinoxalin-2-ol hydrochloride Cl.C[C@@H]1CN(CCN1)C=1C(=NC2=CC=CC=C2N1)O